OC1(C(=O)C2=CC=CC=C2)CC=C(C=C1)O 1,4-dihydroxybenzophenone